1-[(3S)-3-[4-amino-3-[2-(3,5-dimethoxyphenyl)ethyl]pyrazolo[3,4-d]pyrimidin-1-yl]pyrrolidin-1-yl]prop-2-en-1-one NC1=C2C(=NC=N1)N(N=C2CCC2=CC(=CC(=C2)OC)OC)[C@@H]2CN(CC2)C(C=C)=O